Ethyl (R)-1-(2-((tert-butoxycarbonyl)amino)propyl)-1H-imidazole-5-carboxylate C(C)(C)(C)OC(=O)N[C@@H](CN1C=NC=C1C(=O)OCC)C